7-chloro-5-(2-chlorophenyl)-1H-1,4-benzodiazepine-2(3H)-one ClC=1C=CC2=C(C(=NCC(N2)=O)C2=C(C=CC=C2)Cl)C1